[(1aR,5aR)-2-(2,4-Difluoro-phenyl)-1a,2,5,5a-tetrahydro-1H-2,3-diaza-cyclopropa[a]pentalen-4-yl]-(3-pyridin-2-yl-pyrrolidin-1-yl)-methanone FC1=C(C=CC(=C1)F)N1N=C(C=2C[C@@H]3[C@H](C12)C3)C(=O)N3CC(CC3)C3=NC=CC=C3